FC(C=O)(F)F.C1(=CC=C(C=C1)C(C)NC(=O)C1CCNCC1)C N-(1-(p-tolyl)ethyl)piperidine-4-carboxamide compound with 2,2,2-trifluoroacetaldehyde